N-(1',1'-dioxido-7-(trifluoromethyl)-2',3',5',6'-tetrahydrospiro[chromeno[3,4-d]thiazole-4,4'-thiopyran]-2-yl)-4,6-dimethoxypyrimidine-5-carboxamide O=S1(CCC2(CC1)OC=1C=C(C=CC1C1=C2N=C(S1)NC(=O)C=1C(=NC=NC1OC)OC)C(F)(F)F)=O